C(C)SC1=NC(=CC(=C1C(=O)NCC1=CC(=CC=C1)F)C)N1CC2N(CC1)C(CC2)=O 2-Ethylsulfanyl-N-[(3-fluorophenyl)-methyl]-4-methyl-6-(6-oxo-2,3,4,7,8,8a-hexahydro-1H-pyrrolo[1,2-a]pyrazin-2-yl)-pyridine-3-carboxylic acid amide